OC(C)(C)C(C(N)(N)C(C)(C)O)CCC bis(hydroxyisopropyl)-pentanediamine